CC1=NN2C(N=CC=C2C)=C1 2,7-dimethylpyrazolo[1,5-a]pyrimidine